BrC1=CC(=C(C(=C1)\C=C\B1OC(C(O1)(C)C)(C)C)O)Cl 4-bromo-2-chloro-6-[(E)-2-(4,4,5,5-tetramethyl-1,3,2-dioxaborolan-2-yl)vinyl]phenol